ClC1=CC=C2C(=C1)NC(C21N(C(C=2N=C(N(C21)C(C)C)C=2C(=NC(=NC2)OCC)OC)=O)C2=C(C=CC(=C2)Cl)F)=O 6-chloro-5'-(5-chloro-2-fluorophenyl)-2'-(2-ethoxy-4-methoxypyrimidin-5-yl)-3'-isopropyl-3'H-spiro[indoline-3,4'-pyrrolo[3,4-d]imidazole]-2,6'(5'H)-dione